2H-chromen O1CC=CC2=CC=CC=C12